N1N=CC(=C1)C=1C=C2C=C(N=CC2=CC1)NC(=O)[C@@H]1[C@@H](N(CC1)C#N)C (2S,3S)-N-(6-(1H-pyrazol-4-yl)isoquinolin-3-yl)-1-cyano-2-methylpyrrolidine-3-carboxamide